ClC1=CC(=C(C=C1)C(=C)C)I 4-chloro-2-iodo-1-(prop-1-en-2-yl)benzene